C12C(C3CC(CC(C1)C3)C2)NC(CN2C(C(=CC=C2)NC([C@H](CCC(C(=O)NC)=O)NC(=O)C=2N=NNC2)=O)=O)=O (S)-N1-(1-(2-(2-adamantylamino)-2-oxoethyl)-2-oxo-1,2-dihydropyridin-3-yl)-N6-methyl-5-oxo-2-(1H-1,2,3-triazole-4-carboxamido)hexanediamide